(2S)-(5-acetamino-1,3,4-thiadiazol-2-ylthio)-N-{[4-(3,4-dichlorobenzyl)morpholin-2-yl]methyl}acetamide N(C(=O)C)C1=NN=C(S1)SCC(=O)NC[C@H]1CN(CCO1)CC1=CC(=C(C=C1)Cl)Cl